C(C)OC[C@]1(CN(CC1)C(C)(C)C=1C=NC(=CC1)C)CCC1=CC2=C(N=CN2)S1 |o1:4| (R or S)-5-(2-(3-(ethoxymethyl)-1-(2-(6-methylpyridin-3-yl)propan-2-yl)pyrrolidin-3-yl)ethyl)-1H-thieno[2,3-d]imidazole